methyl cyclopent-1-en-1-carboxylate C1(=CCCC1)C(=O)OC